C(#N)C1(CC1)CNCC1=NC=C(C#N)C=C1 6-((((1-cyanocyclopropyl)meth-yl)amino)methyl)nicotinonitrile